8-methoxy-3,4-dihydro-2H-quinoline-1-carboxylic acid tert-butyl ester C(C)(C)(C)OC(=O)N1CCCC2=CC=CC(=C12)OC